11-amino-N,N,N-tributyl-11-oxoundecan-1-aminium bromide [Br-].NC(CCCCCCCCCC[N+](CCCC)(CCCC)CCCC)=O